OC1=C(C=C(C(=C1)C=O)O)C=O 2,5-dihydroxybenzene-1,4-dicarboxaldehyde